C1(CCCC1)NC1(NC2=NC=C(N=C2C(N1)=O)NC1CCN(CC1)S(=O)(=O)C)NCC cyclopentyl-2-(ethylamino)-6-((1-(methanesulfonyl)piperidin-4-yl)amino)pterin